diheptyldimethyl-ammonium iodide [I-].C(CCCCCC)[N+](C)(C)CCCCCCC